N1(N=CC=C1)C1=C(CC=2N(C3=NC(=NC(=C3N2)N)N2CC(CC2)N)C(C)C)C=CC=C1 (2-(1H-pyrazol-1-yl)benzyl)-2-(3-aminopyrrolidin-1-yl)-9-isopropyl-9H-purin-6-amine